COC(CNC([C@@H](N)CO)=O)=O seryl-glycine methyl ester